(R)-1-(t-butoxycarbonyl)-2-methylpiperazin-3-one C(C)(C)(C)OC(=O)N1[C@@H](C(NCC1)=O)C